O=C1CCC(CC1)NC(OCC1=CC=CC=C1)=O benzyl (4-oxocyclohexyl)-carbamate